4-(2-aminophenoxy)-N-(piperidin-3-yl)-5-(trifluoromethyl)pyrimidin-2-amine NC1=C(OC2=NC(=NC=C2C(F)(F)F)NC2CNCCC2)C=CC=C1